OCCOC=1C=C(C=CC1)C(C)(C)C1=CC(=CC=C1)OCCO 2,2-bis(3-β-hydroxyethoxyphenyl)propane